C(C1=CC=CC=C1)N1C2=CC=CC=C2C=2C(C3=C(C(C12)(C)C)C=C(C=C3)OCCN(CC)CC)=O 5-Benzyl-8-(2-diethylamino-ethoxy)-6,6-dimethyl-5,6-dihydro-benzo[b]carbazol-11-one